OC1=CC=C(C=C1)C[C@@H](C(=O)NO)N1N=NC=C1CNS(=O)(=O)C=1SC(=CC1)C1=CC=CC=C1 (2S)-3-(4-hydroxyphenyl)-2-[5-[[(5-phenyl-2-thienyl)sulfonylamino]methyl]triazol-1-yl]propanehydroxamic acid